ClC1=NC(=NC(=N1)Cl)Cl 2,4,6-Trichloro-[1,3,5]triazin